O[C@@H]1CC=2N(N=CC2C=O)C1 (R)-5-hydroxy-5,6-dihydro-4H-pyrrolo[1,2-b]pyrazole-3-carbaldehyde